FC1=CC=C(C(=O)NS)C=C1 N-4-fluorobenzoyl-sulfenamide